Cl.C1N(CC12CNC2)C=2C=NC=CC2C2=CC(=C(CNC(=O)C1=NOC(=N1)C(C)(C)C)C=C2)C N-(4-(3-(2,6-diazaspiro[3.3]heptan-2-yl)pyridin-4-yl)-2-methylbenzyl)-5-(tert-butyl)-1,2,4-oxadiazole-3-carboxamide hydrochloride